N1(CCC2(CC1)CC1=C(N=CS1)C2)C(=O)[O-] 4,6-dihydro-spiro[cyclopenta[d]thiazole-5,4'-piperidine]-1'-carboxylate